CN1CCN(CC1)C1=C(C=C(C=C1)[N+](=O)[O-])NC1=NC=NC=C1N N4-(2-(4-methylpiperazin-1-yl)-5-nitrophenyl)pyrimidine-4,5-diamine